2-(4-(trifluoromethyl)thiazol-2-yl)but-3-yn-2-ol FC(C=1N=C(SC1)C(C)(C#C)O)(F)F